(S)-2-amino-N-(3-((2-(2-fluorophenyl)-4-((methylamino)methyl)-1H-pyrrol-1-yl)sulfonyl)phenyl)-3-phenylpropanamide N[C@H](C(=O)NC1=CC(=CC=C1)S(=O)(=O)N1C(=CC(=C1)CNC)C1=C(C=CC=C1)F)CC1=CC=CC=C1